2,2-difluoro-N-methylpropanamide FC(C(=O)NC)(C)F